C1(=CC=CC=C1)OP(=O)(OC1=CC=CC=C1)C1=C(C=CC(=C1)O)O 2-diphenylphosphono-1,4-benzenediol